3-chloro-N-[(2,4-dimethoxyphenyl)methyl]-2,6-difluoro-N-(6-fluoro-2-pyridyl)-4-[3-methyl-3-[5,5-dimethylpyrrolidin-2-yl]pyrrolidin-1-yl]benzenesulfonamide ClC=1C(=C(C(=CC1N1CC(CC1)(C1NC(CC1)(C)C)C)F)S(=O)(=O)N(C1=NC(=CC=C1)F)CC1=C(C=C(C=C1)OC)OC)F